C(C(=C)C)(=O)OC(C)(C(C)(C)C)C 2,3,3-trimethyl-2-butyl methacrylate